NC1=NC=NC=2C3=C(CC(C12)(C)C)C(=C(C=C3)O[C@@H]3CC[C@@H](CC3)N3CCOCC3)NC[C@@H]3CNC(O3)=O (5R)-5-[[[4-amino-5,5-dimethyl-8-(cis-4-morpholinocyclohexoxy)-6H-benzo[h]quinazolin-7-yl]amino]methyl]oxazolidin-2-one